C1(=CC=CC=C1)CC(=O)NC=1SC2=C(N1)C=CC(=C2)N(C(=O)NC2=CC=C(C=C2)Cl)CCN2CCOCC2 1-(2-Phenylacetamidobenzo[d]thiazol-6-yl)-1-[2-(4-morpholinyl)ethyl]-3-(4-chlorophenyl)urea